ClC=1C=CC(=NC1C(F)(F)F)C(O)C1=CC=C(C=C1)Cl [5-chloro-6-(trifluoromethyl)pyridin-2-yl](4-chlorophenyl)methanol